C(C)S(=O)(=O)C1=CC=C(C=C1)CC(=O)NC1=CC=C(C=C1)C1CNCC1 2-(4-(ethylsulfonyl)phenyl)-N-(4-(pyrrolidin-3-yl)phenyl)acetamide